OC=1C(=C(C=CC1)C1=CC=CC=C1)C(C1=CC=CC=C1)C monohydroxymono(α-methylbenzyl)biphenyl